OC1=CC=CC2=C(C=CC=C12)O 1,5-dihydroxy-naphthaline